ClC1=C(C=NC(=C1)P(=O)(C)C)C1=CC2=C(N=C3N2[C@H]2C4=C(C(N([C@@H]3C2)C([2H])([2H])[2H])=O)C=CC=C4OC(F)F)C=C1 (7R,14R)-11-(4-chloro-6-(dimethylphosphoryl)pyridin-3-yl)-1-(difluoromethoxy)-6-(methyl-d3)-6,7-dihydro-7,14-methanobenzo[f]benzo[4,5]imidazo[1,2-a][1,4]diazocin-5(14H)-one